1-benzyl-4-methylpiperazine-3,3,5,5-d4 C(C1=CC=CC=C1)N1CC(N(C(C1)([2H])[2H])C)([2H])[2H]